NC1=C(C(=C(C=C1O)S(=O)(=O)O)O)O 4-amino-2,3,5-trihydroxybenzenesulfonic acid